tert-butyl 4-(5-(1-methoxyethyl)-1H-pyrazol-3-yl)piperazine-1-carboxylate COC(C)C1=CC(=NN1)N1CCN(CC1)C(=O)OC(C)(C)C